N-[2-methyl-5-[[2-[(2S)-2-methylpyrrolidin-1-yl]acetyl]amino]-3-pyridyl]-6-[3-[(5-methyl-1,3,4-oxadiazol-2-yl)methyl]phenyl]triazolo[1,5-a]pyridine-3-carboxamide CC1=NC=C(C=C1NC(=O)C=1N=NN2C1C=CC(=C2)C2=CC(=CC=C2)CC=2OC(=NN2)C)NC(CN2[C@H](CCC2)C)=O